C(C)(C)(C)OC(=O)[C@@](C(=O)O)(CCCCC(=O)OC(C)(C)C)N (S)-2,6-di-tert-butoxycarbonyl-aminocaproic acid